ClC1=CC=CC2=C1NC(=N2)CNC=2C=1N(N=C(C2)N2CCOCC2)C(=CN1)C=1C=NN(C1)C(C)C N-((7-chloro-1H-benzo[d]imidazol-2-yl)methyl)-3-(1-isopropyl-1H-pyrazol-4-yl)-6-morpholinoimidazo[1,2-b]pyridazin-8-amine